CN(C)C[Sn](CC)(CN(C)C)CN(C)C Tris(dimethylaminomethyl)ethyl-tin